BrC=1C(=NC=C(C1NC1=C(C(=CC(=C1C)OC)F)C)Br)C1CC1 3,5-dibromo-2-cyclopropyl-N-(3-fluoro-5-methoxy-2,6-dimethyl-phenyl)pyridin-4-amine